4-methylbenzenesulfonic acid 7-bromo-2-(ethylsulfanyl)-8-fluoro-5-methylquinazolin-4-yl ester BrC1=CC(=C2C(=NC(=NC2=C1F)SCC)OS(=O)(=O)C1=CC=C(C=C1)C)C